2-[(7S)-1-[2-[[(1S)-1-(2,2-difluoro-1,3-benzodioxol-5-yl)ethyl]amino]-4-pyridyl]-3-(trifluoromethyl)-4,5,6,7-tetrahydroindazol-7-yl]isoindoline-1,3-dione FC1(OC2=C(O1)C=CC(=C2)[C@H](C)NC2=NC=CC(=C2)N2N=C(C=1CCC[C@@H](C21)N2C(C1=CC=CC=C1C2=O)=O)C(F)(F)F)F